(1S,3'R,4'S,5'S,6'R)-3',4',5'-trihydroxy-6-(4-ethyloxylphenyl)-6'-methyl-3',4',5'-trihydroxy-6'-methyl-3',4',5',6'-tetrahydro-3H-spiro[isobenzofuran-1,2'-pyran]-5-nitrile OC1([C@]2(OC(C(C1(O)O)(O)O)(C)C)OCC1=CC(=C(C=C12)C1=CC=C(C=C1)OCC)C#N)O